CN1N=CC(=C1)C1=CC=C(OC2=C3CC[C@H](C3=CC=C2[N+](=O)[O-])OP(=O)(N2CC2)N2CC2)C=C1 di(aziridin-1-yl)phosphinic acid (R)-4-(4-(1-methyl-1H-pyrazol-4-yl) phenoxy)-5-nitro-2,3-dihydro-1H-inden-1-yl ester